C(CCCCCCC\C=C/CCCCCCCC)[N+](C)(CCO)CCO oleylbis(2-hydroxylethyl)methylammonium